ClC=1C(=NC(=NC1)NC1CCOCC1)C1=CC=C2CN(C(C2=C1)=O)CC(=O)NC(COC1=CC=CC=C1)(C)C 2-(6-{5-chloro-2-[(oxacyclohex-4-yl)amino]pyrimidin-4-yl}-1-oxo-2,3-dihydro-1H-isoindol-2-yl)-N-(2-methyl-1-phenoxypropan-2-yl)acetamide